C(CCCCCCCC)(=O)OCC(OC(CCCCCCCC)=O)COC(CCCCCCCC)=O Glycerin tripelargonat